[Si](C)(C)(C(C)(C)C)OC[C@H]1N(C[C@H](C1(F)F)N(CC1=CC=C(C=C1)OC)S(=O)(=O)C1CC1)C(=O)OC(C)(C)C tert-Butyl (2R,4R)-2-({[tert-butyl (dimethyl) silyl]oxy}methyl)-4-{(cyclopropanesulfonyl)[(4-methoxyphenyl)methyl]amino}-3,3-difluoropyrrolidine-1-carboxylate